(R)-1-(10,11-dihydro-5H-dibenzo[b,f]azepin-5-yl)-2-((1-phenylethyl)amino)ethan-1-one C1=CC=CC=2N(C3=C(CCC21)C=CC=C3)C(CN[C@H](C)C3=CC=CC=C3)=O